benzyl 4-(4-chloro-3-methylphenyl)-4-(2-chloroacetamido)piperidine-1-carboxylate ClC1=C(C=C(C=C1)C1(CCN(CC1)C(=O)OCC1=CC=CC=C1)NC(CCl)=O)C